COS(=O)(=O)CC1CC(C1)OC ((1r,3r)-3-methoxycyclobutyl)methanesulfonic acid methyl ester